(S)-4-(2-(4-(2-acetyl-5-chlorophenyl)-5-methoxy-2-oxopyridin-1(2H)-yl)-3-phenylpropionamido)-2-fluoro-N-(methylsulfonyl)benzamide C(C)(=O)C1=C(C=C(C=C1)Cl)C1=CC(N(C=C1OC)[C@H](C(=O)NC1=CC(=C(C(=O)NS(=O)(=O)C)C=C1)F)CC1=CC=CC=C1)=O